(1H-indazol-5-yl)-3-{5-{[(4-methoxybenzyl)sulfonyl]methyl}-1,2,4-oxadiazol-3-yl}imidazo[1,2-b]pyridazin-6-amine N1N=CC2=CC(=CC=C12)C=1N=C2N(N=C(C=C2)N)C1C1=NOC(=N1)CS(=O)(=O)CC1=CC=C(C=C1)OC